FC=1C=C(C2=C(C=C(O2)CNC(=O)C2=CN=C3N2N=CC=C3)C1)C(SC)=O S-Methyl 5-fluoro-2-((imidazo[1,2-b]-pyridazine-3-carboxamido)methyl)benzo-furan-7-carbothioate